N[C@H](C)C1=CC=C(C(=O)OC)C=C1 methyl (R)-4-(1-aminoethyl)benzoate